N-(1,1-dioxo-2,3-dihydro-1λ6-benzothiophen-7-yl)-6-(trifluoromethyl)pyridine-3-carboxamide O=S1(CCC2=C1C(=CC=C2)NC(=O)C=2C=NC(=CC2)C(F)(F)F)=O